rac-anti-tert-butyl ((3R,4R)-4-hydroxy-4-(methoxymethyl)tetrahydrofuran-3-yl)carbamate O[C@]1([C@@H](COC1)NC(OC(C)(C)C)=O)COC |r|